N-(5-(4-(4-acryloylpiperazin-1-yl)-2-methyl-quinazoline-6-yl)-2-methoxypyridine-3-yl)-2,4-difluorobenzenesulfonamide C(C=C)(=O)N1CCN(CC1)C1=NC(=NC2=CC=C(C=C12)C=1C=C(C(=NC1)OC)NS(=O)(=O)C1=C(C=C(C=C1)F)F)C